N-(5-(3-((3-isopropylpyridin-2-yl)oxy)cyclopentyl)-1H-pyrazol-3-yl)pyrazin-2-amine C(C)(C)C=1C(=NC=CC1)OC1CC(CC1)C1=CC(=NN1)NC1=NC=CN=C1